4-fluoro-2-(1-isopropyl-1H-pyrazol-5-yl)phenol FC1=CC(=C(C=C1)O)C1=CC=NN1C(C)C